FC1(CCC2(OCCO2)CC1)C(=O)OCC 1-Ethyl 8-fluoro-1,4-dioxaspiro[4.5]decane-8-carboxylate